5-bromo-N-(4-(chlorodifluoromethoxy)phenyl)-3-(2,5-dioxopyrrolidin-1-yl)-4-isopropyl-1,2,3,3a,4,8b-hexahydrocyclopenta[b]indole-7-carboxamide BrC1=CC(=CC=2C3C(N(C12)C(C)C)C(CC3)N3C(CCC3=O)=O)C(=O)NC3=CC=C(C=C3)OC(F)(F)Cl